(2S,4S)-2-(aminomethyl)-4-cyanopyrrolidine-1-carboxylic acid tert-butyl ester C(C)(C)(C)OC(=O)N1[C@@H](C[C@@H](C1)C#N)CN